NC=1N=C(C=C2C=C(N=CC12)NC(=O)[C@H]1[C@@H](C1)C#N)C=1C=NNC1C(F)(F)F |r| (±)-trans-N-[8-amino-6-[5-(trifluoromethyl)-1H-pyrazol-4-yl]-2,7-naphthyridin-3-yl]-2-cyano-cyclopropanecarboxamide